N[C@@H](CC(C(=O)O)C(=O)O)C(=O)O (S)-3-aminopropane-1,1,3-tricarboxylic acid